{[2-(2,6-dioxopiperidin-3-yl)-3-oxo-1H-isoindol-5-yl]oxy}acetic acid O=C1NC(CCC1N1CC2=CC=C(C=C2C1=O)OCC(=O)O)=O